5-METHYL-1H-1,2,3-TRIAZOLE-4-CARBOXAMIDE CC1=C(N=NN1)C(=O)N